(R)-(6-((1-ethyl-1H-1,2,3-triazol-5-yl)sulfonyl)-1-(4-fluorophenyl)-4,4a,5,6,7,8-hexahydro-1H-pyrazolo[3,4-g]isoquinolin-4a-yl)(pyridin-2-yl)methanone C(C)N1N=NC=C1S(=O)(=O)N1C[C@]2(CC3=C(C=C2CC1)N(N=C3)C3=CC=C(C=C3)F)C(=O)C3=NC=CC=C3